cadmium-chromium [Cr].[Cd]